2-diphenylphosphino-N-(pyridin-2-ylmethyl)ethylamine C1(=CC=CC=C1)P(CCNCC1=NC=CC=C1)C1=CC=CC=C1